methyl-5-((4-(4,4-difluoropiperidine-1-carbonyl)-2-nitrophenyl)amino)picolinonitrile CC=1C(=NC=C(C1)NC1=C(C=C(C=C1)C(=O)N1CCC(CC1)(F)F)[N+](=O)[O-])C#N